NC1=C(C=C(C(=O)NC=2C(N(C=C(C2)Cl)C(C(=O)N[C@@H]2C(OC(C2)=O)OCC)C)=O)C=C1)Cl 4-amino-3-chloro-N-(5-chloro-1-(1-(((3S)-2-ethoxy-5-oxotetrahydrofuran-3-yl)amino)-1-oxopropan-2-yl)-2-oxo-1,2-dihydropyridin-3-yl)benzamide